7-(4-{[trans-4-{[4-(pentafluoro-λ6-sulfanyl)phenyl]Amino}cyclohexyl]sulfonyl}phenyl)-1,2,3,4-tetrahydroisoquinolin-1-one FS(C1=CC=C(C=C1)N[C@@H]1CC[C@H](CC1)S(=O)(=O)C1=CC=C(C=C1)C1=CC=C2CCNC(C2=C1)=O)(F)(F)(F)F